CN(C(OC(C)(C)C)=O)C[C@@H]1CCOC2=C1C=CC=C2C2=NC(=NC=C2)C tert-butyl N-methyl-N-{[(4R)-8-(2-methylpyrimidin-4-yl)-3,4-dihydro-2H-1-benzopyran-4-yl]methyl}carbamate